tert-butyl (4Z)-4-(cyanomethylene)-1,3,3a,5,6,6a-hexahydrocyclopenta[c]pyrrole-2-carboxylate C(#N)\C=C/1\CCC2CN(CC21)C(=O)OC(C)(C)C